rac-4'-chloro-N-({4-[1-(difluoromethyl)-1H-pyrazol-5-yl]-2,5-dioxoimidazolidin-4-yl}methyl)-5-fluoro[biphenyl]-2-carboxamide ClC1=CC=C(C=C1)C=1C(=CC=C(C1)F)C(=O)NC[C@@]1(NC(NC1=O)=O)C1=CC=NN1C(F)F |r|